4-hydroxy-4-(hydroxy(3-((5-(trifluoromethyl)pyridin-2-yl)oxy)phenyl)methyl)-N-(pyridazin-3-yl)piperidine-1-carboxamide OC1(CCN(CC1)C(=O)NC=1N=NC=CC1)C(C1=CC(=CC=C1)OC1=NC=C(C=C1)C(F)(F)F)O